[As]12[As]3[As]1[As]23 tetraarsenic